FC1=C(C(=O)N(C=2N=CC=C3C2N(N=C3)C)[C@H]3CN(CCC3)C(=O)OC(C)(C)C)C=CC(=C1)NC1=NC=CC=N1 tert-butyl (R)-3-(2-fluoro-N-(1-methyl-1H-pyrazolo[3,4-c]pyridin-7-yl)-4-(pyrimidin-2-ylamino)benzamido)piperidine-1-carboxylate